2-(3-(2-((5-Fluoro-2-methyl-4-(4-methylpiperazin-1-yl)phenyl)amino)-7H-pyrrolo[2,3-d]pyrimidin-7-yl)phenyl)-1,2-thiazinane 1,1-dioxide FC=1C(=CC(=C(C1)NC=1N=CC2=C(N1)N(C=C2)C=2C=C(C=CC2)N2S(CCCC2)(=O)=O)C)N2CCN(CC2)C